4-{5-[7-amino-2-(2-carbamoyl-2-methylideneethyl)-1-oxo-2,3-dihydro-1H-isoindol-4-yl]-1H-indazol-3-yl}-2-methoxy-N-methylbenzamide NC=1C=CC(=C2CN(C(C12)=O)CC(=C)C(N)=O)C=1C=C2C(=NNC2=CC1)C1=CC(=C(C(=O)NC)C=C1)OC